[Cl-].C(C(C)(C)C)C=1C(C2=CC=CC=C2C1)[Hf+2]C1(C(=C(C(=C1C)C)C)C)C.[Cl-] (neopentyl-indenyl)(pentamethyl-cyclopentadienyl)hafnium chloride